FS(=O)(=O)[N-]S(=O)(=O)C(F)(F)F.[Li+] lithium N-fluorosulfonyl-trifluoromethanesulfonyl-amide